1-(7-(8-ethyl-7-fluoro-3-(methoxymethoxy)naphthalen-1-yl)-8-fluoro-2-(((2S,7aR)-2-fluorotetrahydro-1H-pyrrolizin-7a(5H)-yl)methoxy)pyrido[4,3-d]pyrimidin-4-yl)piperidin-3-ol C(C)C=1C(=CC=C2C=C(C=C(C12)C1=C(C=2N=C(N=C(C2C=N1)N1CC(CCC1)O)OC[C@@]12CCCN2C[C@H](C1)F)F)OCOC)F